(1S,2R)-5'-Methoxy-2-{3-[(5-methoxypyrimidin-4-yl)amino]-1H-indazol-6-yl}spiro[cyclopropane-1,3'-indol]-2'(1'H)-one COC=1C=C2[C@@]3(C(NC2=CC1)=O)[C@H](C3)C3=CC=C1C(=NNC1=C3)NC3=NC=NC=C3OC